CC1=CC=CC=2N=C(SC21)S 7-methyl-benzothiazol-2-thiol